FC1=CC=C(C=C1)C1(C(CCCC1)=O)N 2-(4-fluorophenyl)-2-aminocyclohexanone